BrC=1C=C(C=CC1)C1(CCC=2C(=NOC21)C)O 6-(3-bromophenyl)-3-methyl-5,6-dihydro-4H-cyclopenta[d]isoxazol-6-ol